2-(5-(((1S,2R,3R,5R)-2-fluoro-1-methyl-8-azabicyclo[3.2.1]octan-3-yl)(methyl)amino)pyrazin-2-yl)-5-(1H-pyrazol-4-yl)phenol F[C@H]1[C@@]2(CC[C@H](C[C@H]1N(C=1N=CC(=NC1)C1=C(C=C(C=C1)C=1C=NNC1)O)C)N2)C